3-(3,5-dichlorophenyl)-8-(morpholin-4-yl)-2-(trifluoromethyl)imidazo[1,2-b]pyridazine-7-carboxylic acid ClC=1C=C(C=C(C1)Cl)C1=C(N=C2N1N=CC(=C2N2CCOCC2)C(=O)O)C(F)(F)F